9-cyclohexyl-tetracyclo[6.2.1.13,6.02,7]dodeca-4-ene C1(CCCCC1)C1C2C3C4C=CC(C3C(C1)C2)C4